ClCC1=NC2=C(N1CC1(CC1)CF)C=C(C=C2)C(=O)OC methyl 2-(chloromethyl)-1-((1-(fluoromethyl)cyclopropyl)methyl)-1H-benzo[d]imidazole-6-carboxylate